C(CCCCCCCCCCCCCCC)(=O)OC(C)OC(=O)ON1C(CCC1=O)=O 1-(2,5-dioxopyrrolidin-1-yl)oxycarbonyloxyethyl hexadecanoate